N-methyl-4-nitroaniline CNC1=CC=C(C=C1)[N+](=O)[O-]